Butylcarbamic acid tert-butyl ester C(C)(C)(C)OC(NCCCC)=O